(R)-1-(1-(tert-butoxycarbonyl)pyrrolidin-3-yl)-1H-pyrazole-4-carboxylic acid C(C)(C)(C)OC(=O)N1C[C@@H](CC1)N1N=CC(=C1)C(=O)O